4-(4'-Hydroxybutoxy)-2,2,6,6-tetramethylpiperidine OCCCCOC1CC(NC(C1)(C)C)(C)C